O=S1(N(CC(N1)=O)C=1C(=C(C=CC1O)C1=CC(=NN1)C1(CC1)C(=O)N)F)=O 1-(5-(3-(1,1-dioxido-4-oxo-1,2,5-thiadiazolidin-2-yl)-2-fluoro-4-hydroxyphenyl)-1H-pyrazol-3-yl)cyclopropane-1-carboxamide